Monooxetane O1CCC1